C1(=CC=C(C=C1)OC(=O)O)OC(=O)O 4-(p-phenylenedioxy)dicarboxylic acid